F[C@H]1C[C@H](N(C1)C(CN1CCC(CC1)OC1=CC=NC2=CC(=CC=C12)OC)=O)C#N (2S,4S)-4-fluoro-1-(2-(4-((7-methoxyquinolin-4-yl)oxy)piperidin-1-yl)acetyl)pyrrolidine-2-carbonitrile